benzyl 4-[[1-(piperidine-4-carbonyl)-4-piperidyl]methyl]piperazine-1-carboxylate N1CCC(CC1)C(=O)N1CCC(CC1)CN1CCN(CC1)C(=O)OCC1=CC=CC=C1